2-METHOXY-4-(TRIFLUOROMETHYL)-PHENYLBORONIC ACID COC1=C(C=CC(=C1)C(F)(F)F)B(O)O